(4-phenyl-6-(phenylamino)-1,3,5-triazin-2-yl)cyclopropanecarboxamide C1(=CC=CC=C1)C1=NC(=NC(=N1)NC1=CC=CC=C1)C1(CC1)C(=O)N